tert-butyl 6-cyano-3-azabicyclo[3.1.0]hexane-3-carboxylate C(#N)C1C2CN(CC12)C(=O)OC(C)(C)C